4-(fluoromethoxy)aniline FCOC1=CC=C(N)C=C1